C(C)(=O)NCC=1C=CC(=C(C(=O)NC2=C3C=NN(C3=CC=C2)C2=CC=C(C=C2)C(F)(F)F)C1)Cl 5-[(Acetylamino)methyl]-2-chloro-N-{1-[4-(trifluoromethyl)phenyl]-1H-indazol-4-yl}benzamide